ClC=1N=C(C2=C(N1)N(N=N2)C[C@H]2OCCC2)N2[C@H](CN([C@@H](C2)CC)C(C2=CC=C(C=C2)F)C2CC(C2)(F)F)C 5-chloro-7-((2S,5R)-4-((3,3-difluorocyclobutyl)(4-fluorophenyl)methyl)-5-ethyl-2-methylpiperazin-1-yl)-3-(((S)-tetrahydrofuran-2-yl)methyl)-3H-[1,2,3]triazolo[4,5-d]pyrimidine